2,2-dimethyl-3-dibutylaminopropionaldehyde CC(C=O)(CN(CCCC)CCCC)C